(S)-6-(4-chlorobenzyl)-9-isopropyl-N-methyl-7,10-dioxo-2,6,9-triazaspiro-[4.5]decane-2-carboxamide ClC1=CC=C(CN2[C@]3(CCN(C3)C(=O)NC)C(N(CC2=O)C(C)C)=O)C=C1